ClC(C(=O)O)CC(CC(CC(O)Cl)O)O 2,8-dichloro-4,6,8-trihydroxyoctanoic acid